4,4'-oxydibutanol O(CCCCO)CCCCO